[7-bromo-4-methyl-5-(4,4,5,5-tetramethyl-1,3,2-dioxaborolan-2-yl)-2,3-dihydro-1H-inden-2-yl]methoxy-tert-butyl-dimethylsilane BrC=1C=C(C(=C2CC(CC12)CO[Si](C)(C)C(C)(C)C)C)B1OC(C(O1)(C)C)(C)C